[Br-].C1(=CC=CC=C1)C(=CC1CC2CCC(C1)[N+]2(C)C)C2=CC=CC=C2 (3-endo)-3-(2,2-diphenylvinyl)-8,8-dimethyl-8-azoniabicyclo[3.2.1]octane bromide